perfluorononylphenol FC=1C(=C(C(=C(C1F)F)F)O)C(C(C(C(C(C(C(C(C(F)(F)F)(F)F)(F)F)(F)F)(F)F)(F)F)(F)F)(F)F)(F)F